[Si](C)(C)(C(C)(C)C)OCC1=CC=C(CN2CCC(CC2)C=2C=CC(=NC2)NC2=NC=C(C(=N2)C=2C=NN3C2[C@@H](CCCC3)C)F)C=C1 (R)-N-(5-(1-(4-(((tert-butyldimethylsilyl)oxy)methyl)benzyl)piperidin-4-yl)pyridin-2-yl)-5-fluoro-4-(4-methyl-5,6,7,8-tetrahydro-4H-pyrazolo[1,5-a]azepin-3-yl)pyrimidin-2-amine